C1(=CC=CC=C1)C(=O)C1=CC(=CC=C1)C=C phenyl-(3-vinyl-phenyl)methanone